[Si](C)(C)(C(C)(C)C)OC1(CCNCC1)C 4-[(tert-butyldimethylsilyl)oxy]-4-methylpiperidine